benzyl (S)-4-(5-amino-6-((8-cyclopropylnaphthalen-1-yl)carbamoyl)-2-(((S)-1-methylpyrrolidin-2-yl)methoxy)pyrimidin-4-yl)-2-(cyanomethyl)piperazine-1-carboxylate NC=1C(=NC(=NC1C(NC1=CC=CC2=CC=CC(=C12)C1CC1)=O)OC[C@H]1N(CCC1)C)N1C[C@@H](N(CC1)C(=O)OCC1=CC=CC=C1)CC#N